CN(C)CCCCCCCCCCCCCCCCCCCCCC N,N-dimethyldocosylamine